FC=1C(=CC(=NC1)[C@H](C)N1C(C2=CC(=CC(=C2CC1)CN(C1COC1)C)CN1C(=NC=C1)NC)=O)OC (S)-2-(1-(5-fluoro-4-methoxypyridin-2-yl)ethyl)-5-((methyl(oxetan-3-yl)amino)methyl)-7-((2-(methylamino)-1H-imidazol-1-yl)methyl)-3,4-dihydroisoquinolin-1(2H)-one